ClC1=C(C=CC=C1)Cl 1,2-Dichlorobenzol